Methyl (E)-2-((2S,3S,12bS)-3-ethyl-8-hydroxy-1,2,3,4,6,7,12,12b-octahydroindolo[2,3-a]quinolizin-2-yl)-3-methoxyacrylate C(C)[C@@H]1CN2CCC3=C([C@@H]2C[C@@H]1/C(/C(=O)OC)=C\OC)NC1=CC=CC(=C13)O